ClC=1C=CC2=C(N(C(C=3N2C=CN3)=O)C3=C(C=CC=C3)C)N1 7-Chloro-5-(o-tolyl)imidazo[1,2-a]pyrido[2,3-e]pyrazin-4(5H)-one